6-(Cyclopropanecarboxamido)-N-(methyl-d3)-4-((3-(1-methyl-1H-1,2,4-triazol-3-yl)-2-(trifluoromethoxy)phenyl)amino)pyridazine-3-carboxamide C1(CC1)C(=O)NC1=CC(=C(N=N1)C(=O)NC([2H])([2H])[2H])NC1=C(C(=CC=C1)C1=NN(C=N1)C)OC(F)(F)F